(6aR)-8-acryloyl-4-chloro-1-(isopropylamino)-3-(2-fluoro-6-hydroxyphenyl)-6,6a,7,8,9,10-hexahydro-12H-pyrazino[2,1-c]pyrido[3,4-f][1,4]oxazepin-12-one C(C=C)(=O)N1C[C@@H]2COC3=C(C(N2CC1)=O)C(=NC(=C3Cl)C3=C(C=CC=C3O)F)NC(C)C